C(CC)(=O)OCC[Si](OC)(OC)OC 2-(trimethoxysilyl)ethyl propionate